CC1=C(C=C(C(=C1)OC(CCCCCCCCCCCCCC)=S)C(C)(C)C)SC1=C(C=C(C(=C1)C(C)(C)C)OC(CCCCCCCCCCCCCC)=S)C bis[2-methyl-4-(3-n-dodecylthiopropionoyloxy)-5-t-butylphenyl] sulfide